ClC1=C2C3(C(NC2=CC=C1)=O)OCCO3 chlorospiro[1,3-dioxolane-2,3'-indol]-2'-one